1-(7-(8-ethynyl-7-fluoro-3-hydroxynaphthalen-1-yl)-8-fluoro-2-((1-(morpholinomethyl)cyclopropyl)methoxy)quinazolin-4-yl)azepane-4-carbonitrile C(#C)C=1C(=CC=C2C=C(C=C(C12)C1=CC=C2C(=NC(=NC2=C1F)OCC1(CC1)CN1CCOCC1)N1CCC(CCC1)C#N)O)F